CN1C(NCC1C(=O)NC1=CC(=CC=2OCOC21)OC2=CC=C(C=C2)C(F)(F)F)=O 3-methyl-2-oxo-N-(6-(4-(trifluoromethyl)phenoxy)benzo[d][1,3]dioxol-4-yl)imidazolidine-4-carboxamide